C[C@@]12CCC=3N=C(SC3C2=CC[C@H]2[C@H]3[C@](CC[C@H]12)(C(CC3)C(C)CCCC(C)C)C)NC3=C(C=CC=C3)Cl (5aR,5bS,7aR,10aS,10bS)-5a,7a-dimethyl-8-(6-methylheptan-2-yl)-N-(2-chlorophenyl)-5,5a,5b,6,7,7a,8,9,10,10a,10b,11-dodecahydro-4H-cyclopenta[7,8]phenanthro[2,1-d]thiazol-2-amine